BrC=1C(=C(C(=NC1)C1=C(C=C(C#N)C=C1)F)[N+](=O)[O-])NC(C)C 4-(5-bromo-4-(isopropylamino)-3-nitropyridin-2-yl)-3-fluorobenzonitrile